BrC=1C(=CC=C(C(=O)NC2=CC=C(C=C2)OC(F)(F)Cl)C1)NC 5-bromo-N-(4-(chlorodifluoromethoxy)phenyl)-4-(methylamino)benzamide